3-methoxy-4-[2-(4-methylpiperazin-1-yl)ethoxy]benzylamine COC=1C=C(CN)C=CC1OCCN1CCN(CC1)C